FC1(COC2=C1C=CC=C2[C@@H](C)NC2=NC(=NC1=CC3=C(C=C21)N(C(CO3)=O)C)C)F |r| (R/S)-4-((1-(3,3-Difluoro-2,3-dihydrobenzofuran-7-yl)ethyl)amino)-2,6-dimethyl-6H-[1,4]oxazino[3,2-g]quinazolin-7(8H)-one